(2-bromo-1-cyclopropylethoxy)(tert-butyl)dimethylsilane BrCC(O[Si](C)(C)C(C)(C)C)C1CC1